COC(=O)N1CCC(CC1)N1C(N(C2=C1C=CC(=C2)F)CC2=NC=C(C=C2)C=2OC(=NN2)C(F)F)=O 4-(3-((5-(5-(difluoromethyl)-1,3,4-oxadiazol-2-yl)pyridin-2-yl)methyl)-5-fluoro-2-oxo-2,3-dihydro-1H-benzo[d]imidazol-1-yl)piperidine-1-carboxylic acid methyl ester